C1(CC1)S(=O)(=O)NC=1SC=C(N1)C(C(=O)NC1=CC=C(C=C1)C=1C=NC=CC1)C(C)C 2-(2-(cyclopropanesulfonylamino)thiazol-4-yl)-3-methyl-N-(4-(pyridin-3-yl)phenyl)butanamide